(S)-2-((2-((S)-4-(difluoromethyl)-2-oxooxazolidin-3-yl)-5,6-dihydrobenzo[f]imidazo[1,2-d][1,4]oxazepin-9-yl)amino)-2-(oxetan-3-yl)acetamide FC([C@H]1N(C(OC1)=O)C=1N=C2N(CCOC3=C2C=CC(=C3)N[C@H](C(=O)N)C3COC3)C1)F